N1CCC(CC1)C1=CC=C(C=C1)C1=NC2=CC=CC=C2C(=C1)C(CCN)N (2-(4-(piperidin-4-yl)phenyl)quinolin-4-yl)propane-1,3-diamine